tert-butyl (2S)-1-(4-(1-(tert-butylamino)-2,2,2-trifluoroethyl) phenylamino)-1-oxo-3-phenylpropan-2-ylcarbamate C(C)(C)(C)NC(C(F)(F)F)C1=CC=C(C=C1)NC([C@H](CC1=CC=CC=C1)NC(OC(C)(C)C)=O)=O